β-acryloyloxypropionoic acid C(C=C)(=O)OCCC(=O)O